NC1=CC=C(C(=C1C1=CC(N2[C@@H](CCC2C1)C(=O)OCC(C1=C2C(=NC=C1)C=CS2)=O)=O)F)Cl 2-oxo-2-(thieno[3,2-b]pyridin-7-yl)ethyl (3S)-7-(6-amino-3-chloro-2-fluorophenyl)-5-oxo-1,2,3,5,8,8a-hexahydroindolizine-3-carboxylate